bis(4-hydroxy-3,5-dimethylphenyl)-2,4-dihydroxyphenyl-methane OC1=C(C=C(C=C1C)C(C1=C(C=C(C=C1)O)O)C1=CC(=C(C(=C1)C)O)C)C